OC1(CC(C1)NC(CN1N=C(C2=C(C1=O)SC1=C2C=CC=C1)C(C)(C)O)=O)C N-((1s,3s)-3-hydroxy-3-methylcyclobutyl)-2-(1-(2-hydroxypropan-2-yl)-4-oxobenzo[4,5]thieno[2,3-d]pyridazin-3(4H)yl)acetamide